(S)-3-amino-3-(3',4-difluoro-2',6'-dimethyl-5-(trifluoromethyl)-[1,1'-biphenyl]-3-yl)propanoate N[C@@H](CC(=O)[O-])C=1C=C(C=C(C1F)C(F)(F)F)C1=C(C(=CC=C1C)F)C